O=S1(N(CCC1)CC(=O)NC)=O 2-(1,1-dioxo-1λ6,2-thiazolidin-2-yl)-N-methylacetamide